FC1=C(C=C(C=C1)NC(C=C)=O)NC1=NC(=NC=C1C1=CC=C(C=C1)C(F)(F)F)NC1=CC(=NS1)C N-(4-fluoro-3-((2-((3-methylisothiazol-5-yl)amino)-5-(4-(trifluoromethyl)phenyl)pyrimidin-4-yl)amino)phenyl)acrylamide